2-(pyridin-4-yl)acetic acid N1=CC=C(C=C1)CC(=O)O